6-({4-carboxy-7-hexyl-5H,6H,7H,8H,9H,10H-cyclohepta[b]indol-5-yl}methyl)pyridine-2-carboxylic acid C(=O)(O)C=1C=CC=C2C3=C(N(C12)CC1=CC=CC(=N1)C(=O)O)CC(CCC3)CCCCCC